C(C1=CC=CC=C1)C1=C(C(=CC=C1)C1=CC=CC=C1)O 3-benzyl-1,1'-biphenyl-2-ol